ClC=1C(=C(C=CC1F)[C@@H]1[C@H](O[C@@](C1)(C(F)(F)F)C)C(=O)NC1=CC(=NC=C1)C(=O)NC)OC (2S,3R,4S,5S)-4-[[3-(3-chloro-4-fluoro-2-methoxy-phenyl)-5-methyl-5-(trifluoromethyl)tetrahydrofuran-2-carbonyl]amino]-N-methyl-pyridine-2-carboxamide